C(C=C)(=O)O.C(C=C)(=O)O.C(O)C(CO)CO trimethylolmethane diacrylate